S1C(=CC=C1)C1SCCCS1 thienyl-[1,3]dithiane